CC(CO)=C (+/-)-2-methylprop-2-en-1-ol